OCCN1CCN(CC1)CCNC=C1C(NC2=CC=C(C=C2C1=O)C(F)(F)F)=O 3-(((2-(4-(2-hydroxyethyl)piperazin-1-yl)ethyl)amino)methylene)-6-(trifluoromethyl)quinoline-2,4(1H,3H)-dione